OC1=C(C=CC(=C1)C)C1=C(C=CC=C1)C(=C=O)C(F)(F)F 2-hydroxy-4-methylphenyl-trifluoromethyl-phenyl-ketene